α-BOC-γ-azido-lysine C(=O)(OC(C)(C)C)[C@](N)(CC(CCN)N=[N+]=[N-])C(=O)O